Br.C(C)(C)S(=O)(=O)N isopropyl-sulfonamide hydrobromide